C1(=CC=CC=C1)N(S(=O)(=O)C=1C=CC2=C(C(=C(O2)C(=O)OCC)C)C1)CCC1=CC=CC=C1 ethyl 5-(N-phenyl-N-phenethylsulfamoyl)-3-methylbenzofuran-2-carboxylate